CC1=C(C=S)C(=C(C=C1C(Cl)(Cl)Cl)Cl)C 2-methyl-3-trichloromethyl-5-chloro-6-methylthiobenzaldehyde